3-methyl-6,7-dihydropyrazolo[1,5-a]pyrazin-4(5H)-on CC=1C=NN2C1C(NCC2)=O